ClC1=NC=C(C(=C1)N1C(C(=C(C=C1C)OCC1=NC=C(C=C1F)F)Cl)=O)OC 2',3-dichloro-4-((3,5-difluoropyridin-2-yl)methoxy)-5'-methoxy-6-methyl-2H-[1,4'-bipyridyl]-2-one